(S)-N-((R)-1-cyano-2-((S)-2-oxopiperidin-3-yl)ethyl)-2-(4-methoxy-1H-indole-2-carbonyl)-2-azabicyclo[2.2.2]octane-3-carboxamide C(#N)[C@@H](C[C@H]1C(NCCC1)=O)NC(=O)[C@H]1N(C2CCC1CC2)C(=O)C=2NC1=CC=CC(=C1C2)OC